4-(4-chlorophenyl)-1-((1-(3-chlorophenyl)-3-((S)-1-hydroxyethyl)-1H-1,2,4-triazol-5-yl)methyl)-3-((S)-3,3,3-trifluoro-2-hydroxypropyl)-1,3-dihydro-2H-imidazol-2-one ClC1=CC=C(C=C1)C=1N(C(N(C1)CC1=NC(=NN1C1=CC(=CC=C1)Cl)[C@H](C)O)=O)C[C@@H](C(F)(F)F)O